3-(5-chloro-2-((3-cyclopropyl-5-(((3R,5S)-3,5-dimethylpiperazine-1-yl)methyl)phenyl)amino)pyrimidine-4-yl)-6-methyl-1H-indole-7-ol ClC=1C(=NC(=NC1)NC1=CC(=CC(=C1)CN1C[C@H](N[C@H](C1)C)C)C1CC1)C1=CNC2=C(C(=CC=C12)C)O